ClC1=NC(=CC(=C1)C=1C(=NN2C1N=C(C=C2)NC2CCN(CC2)C)C=2C=C(C#N)C=CC2)C 3-[3-(2-chloro-6-methyl-4-pyridyl)-5-[(1-methyl-4-piperidyl)amino]pyrazolo[1,5-a]pyrimidin-2-yl]benzonitrile